C1(=CC=CC=C1)C=1C(=C(C(=O)[Li])C(=CC1C)C)C phenyl-2,4,6-trimethyl-benzoyl-lithium